CC=1N=C(SC1)NC(=N)N N-(4-methyl-1,3-thiazol-2-yl)guanidine